4-[3-chloro-6-fluoro-2-[2-(2-methyl-1,3-benzoxazol-6-yl)ethyl]phenyl]-5-hydroxy-2,6-dimethyl-pyridazin-3-one ClC=1C(=C(C(=CC1)F)C=1C(N(N=C(C1O)C)C)=O)CCC1=CC2=C(N=C(O2)C)C=C1